OC=1C=C(C=CC1C)NC(C=C)=O N-(3-hydroxy-4-methyl-phenyl)prop-2-enamide